2,2'-azobispropane N(=NC(C)C)C(C)C